FC(CCN1N=CC(=N1)C(=O)O)(F)F 2-(3,3,3-Trifluoropropyl)-2H-1,2,3-triazole-4-carboxylic acid